[3-(5-bromo-1-ethyl-1H-indol-2-yl)-2-propynyl](p-fluorophenyl)amine BrC=1C=C2C=C(N(C2=CC1)CC)C#CCNC1=CC=C(C=C1)F